C1(CCCC1)NC1=C(C(=C2C(NC(=NC2=C1)CS[C@@H]1CC[C@H](CC1)O)=O)F)F 7-(Cyclopentylamino)-5,6-difluoro-2-(((trans-4-hydroxycyclohexyl)thio)methyl)quinazolin-4(3H)-one